5-(2,2-difluoropropyl)-4,6-dimethoxy-pyrimidin-2-amine Sodium [Na].FC(CC=1C(=NC(=NC1OC)N)OC)(C)F